C(CCCCCCCCCC)F undecyl-fluorine